C1(CC(CC1)C(=O)O)C(=O)O 1,3-Cyclopentanedioic Acid